FC1=C(C(=CC(=C1)N1C=NN=C1)F)C=1N=C2N(C=CC(=C2)C)C1C[C@H]1CN(CCO1)C(=O)OC methyl (S)-2-((2-(2,6-difluoro-4-(4H-1,2,4-triazol-4-yl)phenyl)-7-methylimidazo[1,2-a]pyridin-3-yl)methyl)morpholine-4-carboxylate